(S)-N-(1-(4-fluorophenyl)ethyl)-2-methyl-6-(2-(3-methylbutanamido)benzo[d]thiazol-6-yl)quinazoline-4-carboxamide FC1=CC=C(C=C1)[C@H](C)NC(=O)C1=NC(=NC2=CC=C(C=C12)C1=CC2=C(N=C(S2)NC(CC(C)C)=O)C=C1)C